4-aminomethylcyclohexanoate NCC1CCC(CC1)C(=O)[O-]